C(C1=CC=CC=C1)N1C(NC2(C1)CCC(CC2)(C2=CC=CC=C2)N(C)C)=O cis-3-benzyl-8-(dimethylamino)-8-phenyl-1,3-diazaspiro[4.5]decan-2-one